ClC1=NC(=C2N=CN(C2=N1)[C@@H]1SC[C@H]([C@H]1O)O)N[C@H]1CC2=CC=CC=C2CC1 (2R,3R,4S)-2-(2-chloro-6-(((R)-1,2,3,4-tetrahydronaphthalen-2-yl)amino)-9H-purin-9-yl)tetrahydrothiophene-3,4-diol